(R)-2-(4-dihydroxyboryl-butyl)pyrrolidine-2-carboxylic acid OB(CCCC[C@]1(NCCC1)C(=O)O)O